FC(C=1C=CC(=NC1)N1N=NC(=C1)NC=1C=CC(=NC1)C#N)(F)F 5-((1-(5-(trifluoromethyl)pyridin-2-yl)-1H-1,2,3-triazol-4-yl)amino)pyridinecarbonitrile